N1-(3,3-difluoro-4-methyl-1-oxo-1-(((S)-3-oxo-1-((S)-2-oxopyrrolidin-3-yl)-4-(2,3,5,6-tetrafluorophenoxy)butan-2-yl)amino)pentan-2-yl)-N2-(2-fluorophenyl)oxalamide FC(C(C(N[C@@H](C[C@H]1C(NCC1)=O)C(COC1=C(C(=CC(=C1F)F)F)F)=O)=O)NC(C(=O)NC1=C(C=CC=C1)F)=O)(C(C)C)F